ClC1=CC=C(C=C1)C=1OC2=C(C3=C(N1)C=CC1=CC=CC=C13)C=CC(=C2)OC 6-(4-chlorophenyl)-3-methoxybenzo[f]naphtho[2,1-d][1,3]oxazepine